6-methyl-3-(but-3-en-1-yl)quinazolin-4(3H)-one CC=1C=C2C(N(C=NC2=CC1)CCC=C)=O